C(C)(C)(C)OC(=O)N1CC(N2C=3C=CC=C([C@H](CCCCCNC([C@H]2C1)=O)N)C3)=O (7R,15S)-15-amino-3,8-dioxo-2,5,9-triazatricyclo[14.3.1.02,7]eicosa-1(20),16,18-triene-5-carboxylic acid tert-butyl ester